C(C)N1C2=NC(=NC(=C2N=C1C1=CC=NC=C1)N1CCOCC1)C1=C2C=NNC2=CC=C1 4-[9-ethyl-2-(1H-indazol-4-yl)-8-(4-pyridyl)purin-6-yl]morpholine